FC=1C=C(C=C(C1)F)CC(C)(C)NC(=O)C=1C=C2C(=NC1)N(C=C2)C N-(1-(3,5-difluorophenyl)-2-methylpropan-2-yl)-1-methyl-1H-pyrrolo[2,3-b]pyridine-5-carboxamide